FC(C1=CC=C(C=C1)C1=CC=NC(N1CC(C)(C)O)C=1C=NC=CC1)F 6-[4-(Difluoromethyl)phenyl]-N-(2-hydroxy-2-methylpropyl)-2-(pyridin-3-yl)pyrimidin